bis[(E)-7-[4-(4-fluorophenyl)-6-isopropyl-2-[methyl(methylsulfonyl)amino]pyrimidin-5-yl](3R,5S)-3,5-dihydroxyhept-6-enoic acid] calcium salt [Ca+2].FC1=CC=C(C=C1)C1=NC(=NC(=C1/C=C/[C@H](C[C@H](CC(=O)[O-])O)O)C(C)C)N(S(=O)(=O)C)C.FC1=CC=C(C=C1)C1=NC(=NC(=C1/C=C/[C@H](C[C@H](CC(=O)[O-])O)O)C(C)C)N(S(=O)(=O)C)C